1-(benzo[d][1,3]dioxol-5-ylmethyl)-3-fluoro-5-(6-methyl-2-((3-phenyl-3-(pyridin-3-yloxy)propyl)sulfonyl)pyrimidin-4-yl)pyridin-2(1H)-one O1COC2=C1C=CC(=C2)CN2C(C(=CC(=C2)C2=NC(=NC(=C2)C)S(=O)(=O)CCC(OC=2C=NC=CC2)C2=CC=CC=C2)F)=O